[Zn+2].[Ag+].[OH-].[OH-].[OH-] hydroxide silver zinc